6-Ethyl-5-(8-methoxy-[1,2,4]triazolo[1,5-a]pyridin-6-yl)-2-(1,4-dioxaspiro[4.5]decan-8-yl)-4H-pyrrolo[3,2-d]thiazole-4-carboxylic acid tert-butyl ester C(C)(C)(C)OC(=O)N1C(=C(C=2N=C(SC21)C2CCC1(OCCO1)CC2)CC)C=2C=C(C=1N(C2)N=CN1)OC